NCCCNCCCN[C@@H](CC(=O)N)C(=O)N 3-[(3-aminopropyl)amino]propylaspartamide